ClC=1C=C(C=CC1Cl)NC(=O)N1[C@H]2CC[C@@H]1CC1=C2C=CC(=C1)OC (5S,8R)-N-(3,4-dichlorophenyl)-2-methoxy-6,7,8,9-tetrahydro-5H-5,8-epiminobenzo[7]annulene-10-carboxamide